OC(CCCCCCCCC(=O)O)CCCCCCCCCCCCCCCCCCC 10-Hydroxy-nonacosanoic acid